pyrimidin-4-oxyacetonitrile N1=CN=C(C=C1)OCC#N